C1(=CC=CC=C1)C1(CC=C(C=C1)NC1=CC=CC=C1)NC1=CC=CC=C1 1,N1,N4-triphenylbenzene-1,4-diamine